2-amino-3-hydroxy-3-(4-phenoxyphenyl)propionic acid NC(C(=O)O)C(C1=CC=C(C=C1)OC1=CC=CC=C1)O